C(C)(C)(C)N1SOC[C@]1(C)CC(C)C tert-butyl-(S)-4-isobutyl-4-methyl-oxathiazolidine